N[C@@H](CCCCNC(OC(C)(C)C)=O)C(=O)NC1C2CCC(C1C(N)=O)CC2 tert-butyl {(5S)-5-amino-6-[(3-carbamoylbicyclo[2.2.2]oct-2-yl)amino]-6-oxohexyl}carbamate